3-(4-((4-aminobutyl)(pentyl)amino)-1-oxoisoindolin-2-yl)piperidine NCCCCN(C1=C2CN(C(C2=CC=C1)=O)C1CNCCC1)CCCCC